(2-FLUORO-5-([(5-METHYLPYRIMIDIN-2-YL)SULFANYL]METHYL)PHENYL)BORANEDIOL FC1=C(C=C(C=C1)CSC1=NC=C(C=N1)C)B(O)O